COC1=CC(=NC=C1)CC1CN(CC1)CC1=CN=C(S1)NC(C)=O N-(5-((3-((4-methoxypyridin-2-yl)methyl)pyrrolidin-1-yl)methyl)thiazol-2-yl)acetamide